(1-(4-amino-5-(3-fluoro-4-((4-methylpyrimidin-2-yl)oxy)phenyl)-7H-pyrrolo[2,3-d]pyrimidin-7-yl)but-3-en-2-yl)carbamic acid tert-butyl ester C(C)(C)(C)OC(NC(CN1C=C(C2=C1N=CN=C2N)C2=CC(=C(C=C2)OC2=NC=CC(=N2)C)F)C=C)=O